N1(CCOCC1)C=1C=CC=C(C1C(=O)[O-])O Morpholinsalicylat